BrC=1C=2N(C=CC1)C=C(N2)CNC(OC(C)(C)C)=O tert-butyl ((8-bromoimidazo[1,2-a]pyridin-2-yl)methyl)carbamate